C(C)(C)(C)OC(=O)N1CC(CC1)(C)SC1=CC=C(C=C1)F 3-((4-fluorophenyl)thio)-3-methylpyrrolidine-1-carboxylic acid tert-butyl ester